NC1=NC(=C(C=2N1C(N(N2)C[C@@H]2CN(CCO2)C(=O)OC(C)(C)C)=O)C2=CC(=NC(=C2)C)C)C2=CC=CC=C2 tert-butyl (2S)-2-[[5-amino-8-(2,6-dimethyl-4-pyridyl)-3-oxo-7-phenyl-[1,2,4]triazolo[4,3-c]pyrimidin-2-yl]methyl]morpholine-4-carboxylate